F[C@H]1CN(CC1)C=1N=CC(=NC1)C=1C=C2N(N1)C(N(C2)C=2C=NC=CC2)=O (R)-2-(5-(3-fluoropyrrolidin-1-yl)pyrazin-2-yl)-5-(pyridin-3-yl)-4,5-dihydro-6H-imidazo[1,5-b]pyrazol-6-one